(S)-6-Chloro-N-methyl-5-(4-((3-methyl-2-oxo-1,5,7,8-tetrahydro-2H-pyrano[4,3-b]pyridin-7-yl)methyl)piperazin-1-yl)picolinamide ClC1=C(C=CC(=N1)C(=O)NC)N1CCN(CC1)C[C@@H]1CC=2NC(C(=CC2CO1)C)=O